p-hydroxybenzoic acid methyl ester COC(=O)C1=CC=C(C=C1)O